C(C)(C)SC=1C=NN(C1)C=1C=CC(=C(O\C(\C(=O)OC)=C/OC)C1)C methyl (Z)-2-[5-(4-isopropylsulfanylpyrazol-1-yl)-2-methyl-phenoxy]-3-methoxy-prop-2-enoate